COC1=C(CN(C2=C3C(=C(N=N2)OC(C)C)N(C(=N3)CCCC)CC(C)(O)C)CC3=C(C=C(C=C3)OC)OC)C=CC(=C1)OC 1-(4-(bis(2,4-dimethoxybenzyl)amino)-2-butyl-7-isopropoxy-1H-imidazo[4,5-d]pyridazin-1-yl)-2-methylpropan-2-ol